1,4-dihydroquinoline-3-carboxylic acid ethyl ester C(C)OC(=O)C1=CNC2=CC=CC=C2C1